((S)-2-(4-chlorophenyl)-3-((1R,5S)-3-(5,5-dimethyl-6-oxo-6,7-dihydro-5H-pyrrolo[2,3-d]pyrimidin-4-yl)-3,8-diazabicyclo[3.2.1]octan-8-yl)-3-oxopropyl)carbamic acid tert-butyl ester C(C)(C)(C)OC(NC[C@@H](C(=O)N1[C@H]2CN(C[C@@H]1CC2)C=2C1=C(N=CN2)NC(C1(C)C)=O)C1=CC=C(C=C1)Cl)=O